ClC1=C(CN(N=O)C=2C=NC=CC2)C(=CC=C1)Cl N-(2,6-dichlorobenzyl)-N-(pyridin-3-yl)nitrous amide